C(C)O[Si](OCC)(OCC)C(CCSSSS)[Si](OCC)(OCC)OCC Bis(triethoxysilyl)propyltetrasulfane